{4-[2-(morpholin-4-yl)ethoxy]phenyl}acetic acid methyl ester COC(CC1=CC=C(C=C1)OCCN1CCOCC1)=O